(S)-3-(3-allylphenyl)-2-((tert-butoxycarbonyl)amino)propanoic acid C(C=C)C=1C=C(C=CC1)C[C@@H](C(=O)O)NC(=O)OC(C)(C)C